ClC=1C(=CC(=NC1)NC1=C(C=NN1C)F)C=1C=C2N(C[C@@H](N(C2)CC2=C(C=CC(=C2)F)CO)COC)C1 (R)-7-(5-chloro-2-((4-fluoro-1-methyl-1H-pyrazol-5-yl)amino)pyridin-4-yl)-2-(5-fluoro-2-(hydroxymethyl)benzyl)-3-(methoxymethyl)-3,4-dihydropyrrolo[1,2-a]pyrazine